3-(2,5-difluorophenyl)-7-((tetrahydro-2H-pyran-2-yl)oxy)-2H-chromene FC1=C(C=C(C=C1)F)C=1COC2=CC(=CC=C2C1)OC1OCCCC1